BrC1=C(NC=C1)C(=O)OC Methyl 3-bromopyrrole-2-carboxylate